5-(4'-bromomethyl-1,1'-biphenyl-2-yl)-2-triphenylmethyl-2H-tetrazole BrCC1=CC=C(C=C1)C1=C(C=CC=C1)C=1N=NN(N1)C(C1=CC=CC=C1)(C1=CC=CC=C1)C1=CC=CC=C1